C(N)(=O)NS([O-])(=O)=O carbamoylsulfamate